NCCC(=O)NC=1C=NN(C1)CC(=O)N(CCOC1=CC=C(C=C1)C)C 3-amino-N-[1-[2-[methyl-[2-(4-methylphenoxy)ethyl]amino]-2-oxo-ethyl]pyrazol-4-yl]propanamide